3-(1'-((1H-indol-2-yl)methyl)-7-oxo-5,7-dihydro-2H,6H-spiro[furo[2,3-f]isoindole-3,4'-piperidin]-6-yl)piperidine-2,6-dione N1C(=CC2=CC=CC=C12)CN1CCC2(CC1)COC1=CC=3C(N(CC3C=C12)C1C(NC(CC1)=O)=O)=O